1-[9-ethyl-6-(2-methylbenzoyl)-9H-carbazole-3-yl]-ethanone C(C)N1C2=CC=C(C=C2C=2C=C(C=CC12)C(C)=O)C(C1=C(C=CC=C1)C)=O